(S)-2-((S)-1-(pyrimidin-2-ylmethyl)pyrrolidine-2-carboxamido)-9-(5,6,7,8-tetrahydro-1,8-naphthyridin-2-yl)nonanoic acid N1=C(N=CC=C1)CN1[C@@H](CCC1)C(=O)N[C@H](C(=O)O)CCCCCCCC1=NC=2NCCCC2C=C1